[Au]Cl.C(C)(C)(C)[P@](C1=C(C=CC=C1)[P@](C)C(C)(C)C)C.C(C)(C)(C)[P@](C1=C(C=CC=C1)[P@](C)C(C)(C)C)C bis[(R,R)-1,2-bis(t-butylmethylphosphino)benzene] gold (I) chloride